FC(C1=C2C=CN=C(C2=CC(=C1)C(F)(F)F)N(C(C)C1=NC=NN1C1=CC=C(C=N1)C#N)C)(F)F 6-[5-[1-[[5,7-bis(trifluoromethyl)-1-isoquinolyl]-methyl-amino]ethyl]-1,2,4-triazol-1-yl]pyridine-3-carbonitrile